(S)-(+)-2-Amino-1-propanol C[C@@H](CO)N